C(#N)CC(=O)NC=1SC(=NN1)CC1=CC=C(C=C1)F 2-cyano-N-(5-(4-fluorobenzyl)-1,3,4-thiadiazol-2-yl)acetamide